Allyl 2-acetamido-3-O-benzyl-2-deoxy-4-O-(2-naphthylmethyl)-α-L-altropyranosyl-(1→3)-4-azido-2,4,6-trideoxy-2-trichloroacetamido-β-D-galactopyranoside C(C)(=O)N[C@H]1[C@@H](O[C@H]([C@@H]([C@@H]1OCC1=CC=CC=C1)OCC1=CC2=CC=CC=C2C=C1)CO)O[C@@H]1[C@H]([C@H](OCC=C)O[C@@H]([C@@H]1N=[N+]=[N-])C)NC(C(Cl)(Cl)Cl)=O